1-methyl-5-oxo-N-((1-(2,3,4-trifluorobenzyl)cyclobutyl)methyl)-4,5-dihydro-1H-1,2,4-triazole-3-carboxamide CN1N=C(NC1=O)C(=O)NCC1(CCC1)CC1=C(C(=C(C=C1)F)F)F